CN(CCOC1=CC(=C(C=O)C=C1)O)C 4-(2-(dimethylamino)ethoxy)-2-hydroxybenzaldehyde